5-(4-amino-2-{4-[(2-fluoroacrylamino)]phenyl}-7-[3-(hexahydropyridin-4-yloxy)prop-1-ynyl]-1-methylpyrrolo[3,2-c]pyridin-3-yl)-3-chloro-N-(2,2,2-trifluoroethyl)pyridine-2-carboxamide NC1=NC=C(C2=C1C(=C(N2C)C2=CC=C(C=C2)NC(=O)C(=C)F)C=2C=C(C(=NC2)C(=O)NCC(F)(F)F)Cl)C#CCOC2CCNCC2